NC1=C(C(=NC=N1)OC1=C(C=C(C=C1)C1=NN(C(=C1C(=O)N)C(F)(F)F)C1=NC=C(C=C1)C)F)Cl [4-(6-amino-5-chloro-pyrimidin-4-yl)oxy-3-fluoro-phenyl]-1-(5-methyl-2-pyridinyl)-5-(trifluoromethyl)pyrazole-4-carboxamide